N-[(3S)-9-fluoro-2-oxo-5-phenyl-1,3-dihydro-1,4-benzodiazepin-3-yl]-6-[(1R,4R)-5-methyl-2,5-diazabicyclo[2.2.1]heptan-2-yl]-2-phenylimidazo[1,2-b]pyridazine-3-carboxamide FC1=CC=CC=2C(=N[C@@H](C(NC21)=O)NC(=O)C2=C(N=C1N2N=C(C=C1)N1[C@H]2CN([C@@H](C1)C2)C)C2=CC=CC=C2)C2=CC=CC=C2